C(#N)N1C[C@H](CC1)C(=O)NC=1N=CN(C1)CC=1C(=NOC1C)C (S)-1-cyano-N-(1-((3,5-dimethylisoxazol-4-yl)methyl)-1H-imidazol-4-yl)pyrrolidine-3-carboxamide